(2,2-difluoro-1,2-dimethoxyethyl)benzo[b]thiophene FC(C(OC)C1=CC2=C(S1)C=CC=C2)(OC)F